FC1=C(NCC2=C(C=CC=C2)I)C=C(C(=C1)C)SCC(F)(F)F 2-fluoro-N-(2-iodobenzyl)-4-methyl-5-((2,2,2-trifluoroethyl)thio)aniline